methylpyrrolidin-3-ylmethanesulfonamide CC(S(=O)(=O)N)C1CNCC1